C/C=1/C(=O)OC(\C1)=O 2-methyl-maleic anhydride